2,3-dichloro-maleic acid diisobutyl ester C(C(C)C)OC(\C(=C(/C(=O)OCC(C)C)\Cl)\Cl)=O